1-cyclobutyl-2-(3-methoxy-2-methylphenyl)-2-(phenylsulfonyl)ethyl methanesulfonate CS(=O)(=O)OC(C(S(=O)(=O)C1=CC=CC=C1)C1=C(C(=CC=C1)OC)C)C1CCC1